CC(C)C(CC(C)C)C(C(C(C(=O)[O-])(C(C(C)C)CC(C)C)C(C(C)C)CC(C)C)(O)C(=O)[O-])C(=O)[O-] Tri(2,5-dimethyl-3-hexyl)citrat